[Si](C)(C)(C(C)(C)C)OCC1=CC(=NC=N1)C1=CN=C2N1N=C(C=C2)N2[C@H](CCC2)C2=C(C=CC(=C2)F)OC (R)-3-(6-(((tert-butyldimethylsilyl)oxy)methyl)pyrimidin-4-yl)-6-(2-(5-fluoro-2-methoxyphenyl)pyrrolidin-1-yl)imidazo[1,2-b]pyridazine